C(C)OC(CNC1=CC=C(C=C1)C)=O (4-methyl-phenylamino)-acetic acid ethyl ester